chloro-1'-(4-methoxybenzyl)spiro[azetidine-3,3'-indoline]-2'-one ClC1=C2C3(C(N(C2=CC=C1)CC1=CC=C(C=C1)OC)=O)CNC3